CN(S(=O)C)C1=NC=CC(=C1)N 2-(N,S-dimethylsulfinamido)pyridin-4-amine